BrC1=C(C=C(C=C1)CC=1N(C2=C(N1)C=CC(=C2)C(=O)OC)CCOC)C methyl 2-[(4-bromo-3-methyl-phenyl)methyl]-3-(2-methoxyethyl)benzimidazole-5-carboxylate